((4-methyl-6-oxospiro[2.5]oct-4-yl)methyl)-1H-benzo[d]imidazole-6-carbonitrile CC1(C2(CC2)CCC(C1)=O)CN1C=NC2=C1C=C(C=C2)C#N